CN(C=1C=C(C(=O)N[C@H]2C[C@H](CCC2)NC2=CC(=NC3=CC=CC=C23)C(F)(F)F)C=CC1)C 3-(dimethylamino)-N-[(1R,3S)-3-{[2-(trifluoromethyl)quinolin-4-yl]amino}cyclohexyl]benzamide